rac-4-((4bS,5R,6S,7S,7aR)-6-((4-acetylpiperazin-1-yl)methyl)-4b,5-dihydroxy-4-methoxy-7-phenyl-4b,5,6,7-tetrahydro-7aH-cyclopenta[4,5]furo[2,3-c]pyridin-7a-yl)benzonitrile C(C)(=O)N1CCN(CC1)C[C@@H]1[C@H]([C@]2([C@](C3=C(C=NC=C3OC)O2)([C@@H]1O)O)C1=CC=C(C#N)C=C1)C1=CC=CC=C1 |r|